BrC1=CC=CC=2C3=CC=CC=C3C3(C12)C=1C=CC=CC1C=1C2=C(C=CC13)C=CC=C2 bromospiro[benzo[c]fluorene-7,9'-fluorene]